4-(2-oxa-5-azabicyclo[2.2.2]oct-5-yl)-3-fluoroaniline C12OCC(N(C1)C1=C(C=C(N)C=C1)F)CC2